3-fluoro-4-(furo[3,2-c]pyridin-4-yl)-N-[trans-4-(2-hydroxypropan-2-yl)cyclohexyl]benzamide Lithium [Li].FC=1C=C(C(=O)N[C@@H]2CC[C@H](CC2)C(C)(C)O)C=CC1C1=NC=CC2=C1C=CO2